(R)-7-methyl-5,6,7,8-tetrahydroquinolin-3-amine C[C@@H]1CCC=2C=C(C=NC2C1)N